C(C)(C)(C)N1CC=C(C=C1)NC(CC1=C(C(=CC=C1)F)Cl)=O N-tert.-Butyl-4-[[2-(2-chloro-3-fluorophenyl)acetyl]amino]pyridin